(5R)-5-[[[6-(4-Fluorophenyl)-8-methoxy-quinazolin-4-yl]amino]methyl]pyrrolidin-2-one FC1=CC=C(C=C1)C=1C=C2C(=NC=NC2=C(C1)OC)NC[C@H]1CCC(N1)=O